2-(4-Fluoro-2-methylphenoxy)-N-(4-fluoro-3-((guanidinyloxy)methyl)phenyl)-5-(trifluoromethyl)benzamide tert-butyl-((2-(2,6-dioxopiperidin-3-yl)-1-oxoisoindolin-5-yl)methyl)-carbamate C(C)(C)(C)N(C(O)=O)CC=1C=C2CN(C(C2=CC1)=O)C1C(NC(CC1)=O)=O.FC1=CC(=C(OC2=C(C(=O)NC3=CC(=C(C=C3)F)CONC(=N)N)C=C(C=C2)C(F)(F)F)C=C1)C